(2S,4R)-1-((R)-2-Amino-5-oxo-5-pyrrolidin-1-yl-pentanoyl)-4-(4-bromo-benzyl)-pyrrolidine-2-carboxylic acid (1-methyl-1H-benzotriazol-5-ylmethyl)-amide CN1N=NC2=C1C=CC(=C2)CNC(=O)[C@H]2N(C[C@@H](C2)CC2=CC=C(C=C2)Br)C([C@@H](CCC(N2CCCC2)=O)N)=O